CC1=NC=C(C=C1)B(O)O 2-methylpyridine-5-boronic acid